4-(1-methyl-1H-pyrazol-4-yl)-2,3-dihydrothieno[3,4-b]furan-3-amine CN1N=CC(=C1)C=1SC=C2OCC(C21)N